4-amino-N-(3-methoxy-4-methylphenyl)-1-methylcyclohexane-1-carboxamide NC1CCC(CC1)(C(=O)NC1=CC(=C(C=C1)C)OC)C